sodium 2-methyl-3-oxobut-1-en-1-olate CC(=C[O-])C(C)=O.[Na+]